C=C(C)C=CC=C(C)C1=CC[C@H]2[C@@H]3CCC4CCCC[C@]4(C)[C@H]3CC[C@]12C cholestatetraen